C1(CCCC1)CC#N cyclopentane-1-acetonitrile